1-(2-chloro-3,4-difluorophenyl)-2,5-dimethyl-6-oxo-1,6-dihydropyrimidin-4-yl-4-methylbenzene-1-sulfonic acid ClC1=C(C=CC(=C1F)F)N1C(=NC(=C(C1=O)C)C1=C(C=CC(=C1)C)S(=O)(=O)O)C